FC(N1OC=2C(CCC1C(=O)NC1=C3C(CC(C3=CC=C1)(C)C)CC)CC=CC2)F 2-(difluoromethyl)-N-(3-ethyl-1,1-dimethyl-indan-4-yl)tetrahydrobenzoxazepine-3-carboxamide